6-dimethylamino-L-lysine CN(C(CCC[C@H](N)C(=O)O)N)C